C1([C@@H](O)[C@H](O)[C@H](O)[C@@H](O1)C)C1(O)[C@H](O)[C@@H](O)[C@H](O[C@H]2[C@H](O)[C@@H](O)[C@@H](O)[C@H](O2)CO)[C@H](O1)CO L-fucosyllactose